(5-amino-2-chloro-4-fluoro-3-methylbenzamido)-N-(5-(hydroxyamino)-5-oxopentyl)-4'-(4-methylpiperazin-1-yl)-[1,1'-biphenyl]-4-carboxamide NC=1C(=C(C(=C(C(=O)NC2=C(C=CC(=C2)C(=O)NCCCCC(=O)NO)C2=CC=C(C=C2)N2CCN(CC2)C)C1)Cl)C)F